CC1=C(OC2=CC=C3NC=4CCCCC4C(C3=C2)=O)C=CC=C1 7-(2-methylphenoxy)-1,2,3,4,9,10-hexahydroacridin-9-one